BrC=1C(=C(C=2CCNC2C1)C(=O)O)F 6-Bromo-5-fluoroindoline-4-carboxylic acid